N-(2-chloro-6-methylphenyl)-2-((6-((2-((2,6-dioxopiperidin-3-yl)amino)benzyl)amino)-2-methylpyrimidin-4-yl)amino)thiazole-5-carboxamide ClC1=C(C(=CC=C1)C)NC(=O)C1=CN=C(S1)NC1=NC(=NC(=C1)NCC1=C(C=CC=C1)NC1C(NC(CC1)=O)=O)C